6-bromo-1-(2,2-difluoroethyl)-1,3-dihydro-2H-imidazo[4,5-b]pyrazin-2-one BrC1=CN=C2C(=N1)N(C(N2)=O)CC(F)F